(7-bromo-5-chloro-1H-pyrazolo[4,3-B]pyridin-3-yl)isoindoline-1,3-dione BrC1=C2C(=NC(=C1)Cl)C(=NN2)N2C(C1=CC=CC=C1C2=O)=O